OC1=C(C=CC=C1C)C 1-hydroxy-2,6-dimethyl-benzene